NC1=CC=C2C(=N1)CC[C@H]2NC([C@H](C)NC(=O)[C@H]2NCCC(=C2)C2=CC=C(C=C2)OC)=O (S)-N-((S)-1-(((R)-2-amino-6,7-dihydro-5H-cyclopenta[b]pyridin-5-yl)amino)-1-oxopropan-2-yl)-4-(4-methoxyphenyl)-1,2,5,6-tetrahydropyridine-2-carboxamide